OC=1C=C2OC3=CC(C=CC3=[N+](C2=CC1)[O-])=O 7-hydroxy-3H-phenoxazin-3-on-10-oxide